O1C=CC2=C1C(=CC=C2)C2=NN1C(CNCC1)=C2C2=C1C(=NC=C2)N(C=C1C)CO {4-[2-(1-benzofuran-7-yl)-4,5,6,7-tetrahydropyrazolo[1,5-a]pyrazin-3-yl]-3-methyl-1H-pyrrolo[2,3-b]pyridin-1-yl}methanol